COC1=C(C=C(C=C1)C1=CC=2C3=C(C=NC2C=C1)N=C(N3C3=CC=C(C=C3)OC)C)CO (2-methoxy-5-(1-(4-methoxyphenyl)-2-methyl-1H-imidazo[4,5-c]quinolin-8-yl)phenyl)methanol